(3-(octanoylthio)-1-propyl)triethoxysilane C(CCCCCCC)(=O)SCCC[Si](OCC)(OCC)OCC